P(=O)(OCN1C(\C(\C2=CC=CC=C12)=C\1/NC2=CC=CC=C2C1=O)=O)(O)O [(2Z)-2',3-dioxo-1,3-dihydro-2,3'-biindol-1'(2'H)-yl]methyl dihydrogen phosphate